ClC1=C(C(=CC=2C(CNCCC21)C2=CC=CC=C2)O)O 6-chloro-1-phenyl-2,3,4,5-tetrahydro-1H-3-benzazepine-7,8-diol